CC(C)(COP(=O)(O)OP(=O)(O)OC[C@@H]1[C@H]([C@H]([C@@H](O1)N2C=NC3=C(N=CN=C32)N)O)OP(=O)(O)O)[C@H](C(=O)NCCC(=O)NCCSC(=O)/C=C/CCCCCCC(=O)O)O The molecule is an acyl-CoA resulting from the formal condensation of the thiol group of coenzyme A with the 1-carboxy group of trans-2-decenedioic acid. It is a conjugate acid of a trans-2-decenedioyl-CoA(5-).